N-[(4-hydroxy-3-methoxyphenyl)methyl]-10-ethyl-6-dodecynylamide OC1=C(C=C(C=C1)C[N-]CCCCCC#CCCC(CC)CC)OC